C(C)(C)(C)OC(N(C)C1=CC=C(C=C1)CC1=NN(C(C2=CC(=C(C=C12)OC)OC)=O)C)=O (4-((6,7-dimethoxy-3-methyl-4-oxo-3,4-dihydrophthalazin-1-yl)methyl)phenyl)(methyl)carbamic acid tert-butyl ester